C[C@@H]1N(CC[C@]2(C1)OCCC1=C2SC(=C1CO)C(F)(F)F)CC=1C=NN(C1)CCS(=O)(=O)C [(2'S,7R)-2'-methyl-1'-[[1-(2-methylsulfonylethyl)pyrazol-4-yl]methyl]-2-(trifluoromethyl)spiro[4,5-dihydrothieno[2,3-c]pyran-7,4'-piperidine]-3-yl]methanol